FC(\C(=N/O)\C=1NC(=CN1)CC1=CC=NC=C1)(F)F (Z)-2,2,2-Trifluoro-1-(5-(pyridin-4-ylmethyl)-1H-imidazol-2-yl)ethan-1-one oxime